2-(8-Fluoro-6-(5-fluoro-2-((5-(1-methylpiperidin-4-yl)pyridin-2-yl)amino)pyrimidin-4-yl)quinolin-4-yl)propan-2-ol FC=1C=C(C=C2C(=CC=NC12)C(C)(C)O)C1=NC(=NC=C1F)NC1=NC=C(C=C1)C1CCN(CC1)C